1-(4-(4-((3-(3,6-difluoropyridin-2-yl)-1-(trans-4-ethoxycyclohexyl)-1H-pyrazol-4-yl)carbamoyl)thiazol-2-yl)-1H-pyrazol-1-yl)ethyl dihydrogen phosphate P(=O)(OC(C)N1N=CC(=C1)C=1SC=C(N1)C(NC=1C(=NN(C1)[C@@H]1CC[C@H](CC1)OCC)C1=NC(=CC=C1F)F)=O)(O)O